1-(6-(Methyl(7H-pyrrolo[2,3-d]pyrimidin-4-yl)amino)-2-azaspiro[3.3]heptan-2-yl)ethanon CN(C1CC2(CN(C2)C(C)=O)C1)C=1C2=C(N=CN1)NC=C2